COC1CC(C1)CO ((1r,3r)-3-methoxycyclobutyl)methanol